(3R,4R)-1-(5,6-Difluoro-1-(4-(trifluoromethoxy)benzyl)-1H-benzimidazol-2-yl)-4-fluoro-3-piperidinamin FC1=CC2=C(N(C(=N2)N2C[C@H]([C@@H](CC2)F)N)CC2=CC=C(C=C2)OC(F)(F)F)C=C1F